N1-(7H-pyrrolo[2,3-d]pyrimidin-4-yl)ethane-1,2-diamine N1=CN=C(C2=C1NC=C2)NCCN